6-cyclopropyl-2-(1-(hydroxymethyl)-4-(2-(trifluoromethyl)nicotinoyl)-1H-pyrrol-2-yl)-1H-benzo[d]imidazole-4-carbonitrile C1(CC1)C=1C=C(C2=C(NC(=N2)C=2N(C=C(C2)C(C2=C(N=CC=C2)C(F)(F)F)=O)CO)C1)C#N